CC1(OB(OC1(C)C)C1=CC=C(C=C1)CCN1CCC(CC1)CO)C [1-[2-[4-(4,4,5,5-tetramethyl-1,3,2-dioxaborolan-2-yl)phenyl]ethyl]-4-piperidyl]methanol